C(C)C=1C(=NN2C1C=C(C=C2)OC2=NC=CC=C2OCC(F)(F)F)C(=O)NC2(CS(C2)(=O)=O)C 3-Ethyl-N-(3-methyl-1,1-dioxidothietan-3-yl)-5-((3-(2,2,2-trifluoroethoxy)pyridin-2-yl)oxy)pyrazolo[1,5-a]pyridine-2-carboxamide